Hydroxyethylpiperazinesulfonic acid OCCC1N(CCNC1)S(=O)(=O)O